5-(4-((4-methylpyrimidin-2-yl)oxy)phenyl)-7-((2-(trimethylsilyl)ethoxy)methyl)-7H-pyrrolo[2,3-d]pyrimidin-4-amine CC1=NC(=NC=C1)OC1=CC=C(C=C1)C1=CN(C=2N=CN=C(C21)N)COCC[Si](C)(C)C